BrC(C(=O)O)Br 2,2-dibromoacetic acid